(Z)-6-(4-(pyridin-3-yl)butyl)pyridazine-3-carbaldehyde oxime hydrochloride Cl.N1=CC(=CC=C1)CCCCC1=CC=C(N=N1)\C=N/O